N-((3R,4S)-4-hydroxytetrahydrofuran-3-yl)thiazole-2-carboxamide O[C@H]1[C@@H](COC1)NC(=O)C=1SC=CN1